1-(1-(((6-Bromo-1-chloro-5-fluoro-7,9-dihydrofuro[3,4-f]quinazolin-3-yl)oxy)methyl)cyclopropyl)-N,N-dimethylmethanamine BrC=1C2=C(C=3C(=NC(=NC3C1F)OCC1(CC1)CN(C)C)Cl)COC2